2-chloro-7-(3,3-dimethylbutoxy)quinoline-3-carboxylic acid ClC1=NC2=CC(=CC=C2C=C1C(=O)O)OCCC(C)(C)C